ClC1=C(C(=O)N(C)C)C=CC(=C1)NC1CN(C1)C1CN(C1)C(C(C(F)(F)F)(C1=CC=CC=C1)O)=O 2-chloro-N,N-dimethyl-4-((1'-(3,3,3-trifluoro-2-hydroxy-2-phenylpropanoyl)-[1,3'-biazetidin]-3-yl)amino)benzamide